C1=CC=CC=2C=CC=3OC=4C=CC5=C(C4[SH2](C3C21)([2H])[2H])C=CC=C5 14H-14λ6-dibenzo[a,j]phenoxathiine-14,14-d